3-(3-(2,2-difluoroethyl)-7-((3-fluoro-1-methylpiperidin-4-yl)amino)benzofuran-2-yl)prop-2-yn FC(CC1=C(OC2=C1C=CC=C2NC2C(CN(CC2)C)F)C#CC)F